CN(CCNC(=O)C=1OC2=C(C1)C(=C(C=C2)N2CCN(CC2)S(=O)(=O)C2=C(C=CC=C2Cl)Cl)Br)C 4-bromo-5-[4-(2,6-dichloro-benzenesulfonyl)-piperazin-1-yl]-benzofuran-2-carboxylic acid (2-dimethylamino-ethyl)-amide